(5'S,7a'R)-5'-phenyl-1-[6-(trifluoromethyl)pyrimidin-4-yl]tetrahydro-3'H-spiro[piperidine-4,2'-pyrrolo[2,1-b][1,3]oxazol]-3'-one C1(=CC=CC=C1)[C@@H]1CC[C@H]2OC3(C(N21)=O)CCN(CC3)C3=NC=NC(=C3)C(F)(F)F